ClC=1C=C(C=CC1C(F)(F)F)N1C(N(C(C2=CC=CC=C12)=O)C=1C=NC=CC1)=O 1-(3-chloro-4-(trifluoromethyl)phenyl)-3-(pyridin-3-yl)quinazoline-2,4(1H,3H)-dione